ClCC=1C(=C2NC(C=3N(C2=CC1)N=C(C3)F)=O)F 7-(chloromethyl)-2,6-difluoropyrazolo[1,5-a]quinoxalin-4(5H)-one